The molecule is a monocarboxylic acid anion that is the conjugate base of 3,4-dimethylindole-2-carboxylic acid, obtained by deprotonation of the carboxy group. It is a conjugate base of a 3,4-dimethylindole-2-carboxylic acid. CC1=C2C(=C(NC2=CC=C1)C(=O)[O-])C